(1R,3s,5S)-8-(4-(trifluoromethoxy)benzyl)-8-azabicyclo[3.2.1]octane FC(OC1=CC=C(CN2[C@@H]3CCC[C@H]2CC3)C=C1)(F)F